6-(1-ethoxyvinyl)-5-fluoro-1,4-dihydro-2H-benzo[d][1,3]Oxazin-2-one C(C)OC(=C)C1=C(C2=C(NC(OC2)=O)C=C1)F